C(C)(C)(C)OC(=O)N1C(CCC1)COC1CCC(CC1)C1=C(C(=CC(=C1)F)F)OC(C(=O)OCC)(F)F 2-[([4-[2-(2-ethoxy-1,1-difluoro-2-oxoethoxy)-3,5-difluorophenyl]cyclohexyl]oxy)methyl]pyrrolidine-1-carboxylic acid tert-butyl ester